3,8-bis[1-(2-(4-fluorophenyl)ethoxy)ethyl]Deuteroporphyrin Methyl-5-amino-2-methylbenzo[d]oxazole-6-carboxylate CC1=C(C(=CC2=C1N=C(O2)C)C(=O)O)N.FC2=CC=C(C=C2)CCOC(C)C=2C(=C1NC2C=C2C=C(C(=N2)C=C2C=CC(N2)=CC=2C=CC(N2)=C1)C(C)OCCC1=CC=C(C=C1)F)[2H]